C1(CCCC1)N1C(=CC2=C1N=C(N=C2)NC2=NC=C(C=C2)N2CCN(CC2)CC2=NC=C(C=C2)N2C(NC(CC2)=O)=O)C(=O)N(C)C 7-cyclopentyl-2-((5-(4-((5-(2,4-dioxotetrahydropyrimidin-1(2H)-yl)pyridin-2-yl)methyl)piperazin-1-yl)pyridin-2-yl)amino)-N,N-dimethyl-7H-pyrrolo[2,3-d]pyrimidine-6-carboxamide